C(#N)C(C)(C)C1=CC(=NC=C1)C(=O)NC=1C=NC(=C(C1)C=1C=NC2=CC(=NC=C2C1)NC)C 4-(2-cyanoprop-2-yl)-N-(6-methyl-5-(7-(methylamino)-1,6-naphthyridin-3-yl)pyridin-3-yl)picolinamide